4-(4-methylpiperazin-1-yl)-2-nitrobenzamide CN1CCN(CC1)C1=CC(=C(C(=O)N)C=C1)[N+](=O)[O-]